Cl.NCC1=C(C=C(C=C1)C1=NC=NN2C1=CC(=C2)CN(CCN2CCC(CC2)C2=CC=C(C=C2)C2C(NC(CC2)=O)=O)C)C 3-[4-[1-[2-[[4-[4-(aminomethyl)-3-methyl-phenyl]pyrrolo[2,1-f][1,2,4]triazin-6-yl]methyl-methyl-amino]ethyl]-4-piperidyl]phenyl]piperidine-2,6-dione HCl salt